Cl.Cl.O=C(N)C1C(CN(CC1)C=1C=2N(C=C(N1)C=1C=NN(C1)C)N=CC2)C.[Ti] titanium oxo(3-Methyl-1-(6-(1-methyl-1H-pyrazol-4-yl)pyrazolo[1,5-a]pyrazin-4-yl)piperidin-4-yl)methanamine dihydrochloride